BrC1=C(N=C2N(C1=O)C=CC=C2)N[C@H]2CN(C[C@H](C2)C2=CC=C(C=C2)OCCCCO[Si](C)(C)C(C)(C)C)C 3-bromo-2-[[(3R,5R)-5-[4-[4-[tert-butyl(dimethyl)silyl]oxybutoxy]phenyl]-1-methyl-3-piperidyl]amino]pyrido[1,2-a]pyrimidin-4-one